4-(2-propanyl)benzaldehyde CC(C)C1=CC=C(C=O)C=C1